C(C)OC1=CC=C(C=C1)C#CC1=C(C=CC=C1)CN1CCN(CC1)C1=CC=C(C(=O)N)C=C1 4-[4-[[2-[2-(4-ethoxyphenyl)ethynyl]phenyl]methyl]piperazin-1-yl]benzamide